benzyl 5-({[(tert-butoxy)carbonyl]amino}methyl)-2,3-dihydro-1H-isoindole-2-carboxylate C(C)(C)(C)OC(=O)NCC=1C=C2CN(CC2=CC1)C(=O)OCC1=CC=CC=C1